NCC1(CC1)CNCCCCNC(O)=O (4-(((1-(aminomethyl)cyclopropyl)methyl)amino)butyl)carbamic acid